CN(C(=O)[C@@H]1CN(CC[C@H]1NC(=O)C1=NOC(=N1)C1=C(C=C(C=C1)F)F)C1CCCCC1)C (3R,4R)-1-cyclohexyl-4-{[5-(2,4-difluoro-phenyl)-[1,2,4]oxadiazole-3-carbonyl]-amino}-piperidine-3-carboxylic acid dimethylamide